FC1=C(C(=O)O)C(=CC=C1)C=1SC(=CN1)C 2-Fluoro-6-(5-methylthiazol-2-yl)benzoic acid